(2-benzyloxy-4,6-dihydroxy-3-methyl-phenyl)-[4-(hydroxymethyl)isoindolin-2-yl]methanone 2,4,4-trimethyl-6-oxocyclohex-1-en-1-yl-acetate CC1=C(C(CC(C1)(C)C)=O)CC(=O)O.C(C1=CC=CC=C1)OC1=C(C(=CC(=C1C)O)O)C(=O)N1CC2=CC=CC(=C2C1)CO